(1-methyl-4-piperidinyl)-7-morpholino-5-[4-(m-tolyl)pyrazol-1-yl]pyrazolo[1,5-a]pyrimidine-2-carboxamide CN1CCC(CC1)C=1C(=NN2C1N=C(C=C2N2CCOCC2)N2N=CC(=C2)C=2C=C(C=CC2)C)C(=O)N